6-(3-(tert-Butyl)phenyl)-3-azabicyclo[4.1.0]heptane C(C)(C)(C)C=1C=C(C=CC1)C12CCNCC2C1